(1R,3R)-8-[3-(4-chloro-2-methyl-2H-indazol-5-yl)-5-methyl-1H-pyrazolo[3,4-b]pyrazin-6-yl]-3-(trifluoromethyl)-8-azaspiro[4.5]decan-1-amine hydrochloride Cl.ClC=1C2=CN(N=C2C=CC1C1=NNC2=NC(=C(N=C21)C)N2CCC1(C[C@H](C[C@H]1N)C(F)(F)F)CC2)C